FC1(CC(C1)N1C(C2=C(C(=C1)C(=O)O)N(N=C2)C2OCCN2)=O)F 5-(3,3-difluorocyclobutyl)-1-(oxazolidin-2-yl)-4-oxo-1h,4h,5h-pyrazolo[4,3-c]pyridine-7-carboxylic acid